tert-butyl 3-(3-chloro-2-methylphenyl)-3-((1-methyl-2-oxo-2,3,4,5-tetrahydro-1H-benzo[b]azepin-8-yl)amino)azetidine-1-carboxylate ClC=1C(=C(C=CC1)C1(CN(C1)C(=O)OC(C)(C)C)NC=1C=CC2=C(N(C(CCC2)=O)C)C1)C